C1(=CC(=CC=C1)C=1OCCN1)C=1OCCN1 2,2'-(1,3-phenylene)bis(4,5-dihydrooxazole)